C(#N)C1CCC(CC1)N1CC(C2=NC(=CC=C21)C(=O)N2C(CN(CC2)C2=NC(=C(C(=O)OC)C(=C2)C)C)(C)C)(C)C methyl 6-(4-(1-(4-cyanocyclohexyl)-3,3-dimethyl-2,3-dihydro-1H-pyrrolo[3,2-b]pyridine-5-carbonyl)-3,3-dimethylpiperazin-1-yl)-2,4-dimethylnicotinate